(S,E)-N-(3-(difluoro-methoxy)benzylidene)-2-methylpropane-2-sulfinamide FC(OC=1C=C(\C=N\[S@@](=O)C(C)(C)C)C=CC1)F